BrC1=CC(=CC=2C=C(OC21)C)C(F)(F)F 7-bromo-2-methyl-5-(trifluoromethyl)benzofuran